COC(=O)C1C(C(CC1)(C)C)=O 3,3-dimethyl-2-oxocyclopentane-1-carboxylic acid methyl ester